5-chloro-2-({[(3S)-oxolan-3-ylmethyl]amino}methyl)-7,8-dihydro-6H-spiro[[1,3]oxazolo[5,4-f]quinazoline-9,1'-cyclohexane]-7-one ClC=1C=C2C(=C3C1NC(NC31CCCCC1)=O)OC(=N2)CNC[C@H]2COCC2